(S)-(4-(difluoromethyl)-2-(2-fluoropropan-2-yl)oxazol-5-yl)(4-(pyrazolo[1,5-a]pyridin-2-yl)-6,7-dihydro-1H-imidazo[4,5-c]pyridin-5(4H)-yl)methanone FC(C=1N=C(OC1C(=O)N1[C@@H](C2=C(CC1)NC=N2)C2=NN1C(C=CC=C1)=C2)C(C)(C)F)F